CN1N=C(C(=C1)C(=O)N)C(F)F 1-methyl-3-difluoromethyl-pyrazole-4-carboxamide